CN(CCNC)C N,N,N'-Trimethyl-1,2-ethanediamine